[SH3+].FC(C(C(C(C(C(C(C(F)(F)F)(F)F)(F)F)(F)F)(F)F)(F)F)(F)F)(F)F perfluoro-n-Octane Sulfonium